(2-(cyanomethyl)spiro[3.3]heptan-2-yl)methyl 4-methylbenzenesulfonate CC1=CC=C(C=C1)S(=O)(=O)OCC1(CC2(C1)CCC2)CC#N